N-(2,2-dimethyl-3-(pyridin-3-yl)propyl)-5-((2-(trifluoromethyl)pyridin-3-yl)thio)-1H-imidazo[4,5-b]pyrazin-2-amine CC(CNC1=NC=2C(=NC=C(N2)SC=2C(=NC=CC2)C(F)(F)F)N1)(CC=1C=NC=CC1)C